N4-Cyclopentyl-N2-(1H-indol-5-yl)-5-{2-[(4-methoxyphenyl)sulfonyl]vinyl}pyrimidine-2,4-diamine C1(CCCC1)NC1=NC(=NC=C1C=CS(=O)(=O)C1=CC=C(C=C1)OC)NC=1C=C2C=CNC2=CC1